Ethyl (S)-3-((tert-butoxycarbonyl)amino)-3-(4-fluoro-2'-methyl-6'-(pent-4-en-1-yloxy)-[1,1'-biphenyl]-3-yl)propanoate C(C)(C)(C)OC(=O)N[C@@H](CC(=O)OCC)C=1C=C(C=CC1F)C1=C(C=CC=C1OCCCC=C)C